tert-Butyl (2-(4-amino-3-bromo-2-fluorophenyl)-2-phenylethyl)carbamate NC1=C(C(=C(C=C1)C(CNC(OC(C)(C)C)=O)C1=CC=CC=C1)F)Br